methyl trans-2-{[2-(5-fluoro-2,4-dimethoxypyridin-3-yl)-1-methylpyrrolo[2,3-c]pyridin-5-yl]carbamoyl}cyclopropane-1-carboxylate FC=1C(=C(C(=NC1)OC)C1=CC=2C(=CN=C(C2)NC(=O)[C@H]2[C@@H](C2)C(=O)OC)N1C)OC